1-(azetidin-3-yl)-1H-pyrazole-3,5-dicarboxylate N1CC(C1)N1N=C(C=C1C(=O)[O-])C(=O)[O-]